3-hydroxy-4-methylthiobutyric acid OC(CC(=S)O)CC